5-ethyl-6-fluoronaphthalen-2-ol tri-hydrochloride Cl.Cl.Cl.C(C)C1=C2C=CC(=CC2=CC=C1F)O